N[C@H]1C[C@H](CO[C@@H]1C1=C(C=CC(=C1)F)F)N1CC=2C(=NN3C2N=C(C=C3C3=CC=CC=C3)C(=O)[O-])CC1 9-((3R,5S,6R)-5-amino-6-(2,5-difluorophenyl) tetrahydro-2H-pyran-3-yl)-4-phenyl-7,8,9,10-tetrahydropyrido[4',3':3,4]pyrazolo[1,5-a]pyrimidine-2-carboxylate